oleyl sulfate sodium salt [Na+].S(=O)(=O)(OCCCCCCCC\C=C/CCCCCCCC)[O-]